tert-butyl (2S)-2-[(benzyloxy)methyl]-6-oxo-1,4-oxazocane-4-carboxylate C(C1=CC=CC=C1)OC[C@H]1OCCC(CN(C1)C(=O)OC(C)(C)C)=O